((3-exo)-3-((4-((5-methyl-1H-pyrazol-3-yl)amino)thieno[2,3-d]pyrimidin-2-yl)amino)-9-azabicyclo[3.3.1]nonan-9-yl)-2-(methylamino)-ethan-1-one CC1=CC(=NN1)NC=1C2=C(N=C(N1)NC1CC3CCCC(C1)N3C(CNC)=O)SC=C2